(S)-N-((R)-1-(2-fluoro-3-iodophenyl)ethyl)-2-methylpropane-2-sulfinamide FC1=C(C=CC=C1I)[C@@H](C)N[S@@](=O)C(C)(C)C